C(C)OC(=O)C1CCC(CC1)O.C(C=C)C=1C=C(C=CC1O)C(C)(C)C1=CC(=C(C=C1)O)CC=C 2,2-bis(3-(2-propenyl)-4-hydroxyphenyl)propane (1s,4s)-ethyl-4-hydroxycyclohexanecarboxylate